methyl 3-[3-(2,6-difluoro-4-methoxyphenyl)-4-[4-(difluoromethoxy)benzamido]-2-methyl-5-oxo-2,5-dihydro-1H-pyrazol-1-yl]benzoate FC1=C(C(=CC(=C1)OC)F)C=1N(N(C(C1NC(C1=CC=C(C=C1)OC(F)F)=O)=O)C=1C=C(C(=O)OC)C=CC1)C